ClC1=C(C(=O)NS(N(C(C)C)C)(=O)=O)C=C(C(=C1)F)N1C(N(C(=CC1=O)C(F)(F)F)C)=O 2-chloro-4-fluoro-5-[3-methyl-2,6-dioxo-4-(trifluoromethyl)-3,6-dihydropyrimidin-1(2H)-yl]-N-[methyl(propan-2-yl)sulfamoyl]benzamide